2-[2-(4-{2-[1-(1H-1,3-benzodiazol-2-yl)-5-hydroxy-3-(4-methanesulfonylphenyl)-1H-pyrazol-4-yl]ethyl}phenoxy)ethoxy]acetic acid N1C(=NC2=C1C=CC=C2)N2N=C(C(=C2O)CCC2=CC=C(OCCOCC(=O)O)C=C2)C2=CC=C(C=C2)S(=O)(=O)C